4-ethoxy-N-(8-fluoro-2-methylimidazo[1,2-a]pyridin-6-yl)-2-(piperazin-1-yl)pyrimidine-5-carboxamide hydrochloride Cl.C(C)OC1=NC(=NC=C1C(=O)NC=1C=C(C=2N(C1)C=C(N2)C)F)N2CCNCC2